N[C@H](C=1N=C2N(N=CC(=C2)CN2C(NCC(C(C2)(F)F)(F)F)=O)C1)C1CCC(CC1)(F)F (S)-1-((2-(Amino(4,4-difluorocyclohexyl)methyl)imidazo[1,2-b]pyridazin-7-yl)methyl)-5,5,6,6-tetrafluoro-1,3-diazepan-2-one